C(C)C(COCCO)CCCC Ethylene Glycol 2-Ethylhexyl Ether